N1N=CC2=CC(=CC=C12)C=1C=C(C=C(C1)C1=NN=NN1)NC=1C(C(C1O)=O)=O 3-((3-(1H-indazol-5-yl)-5-(1H-tetrazol-5-yl)phenyl)amino)-4-hydroxycyclobut-3-ene-1,2-dione